octadecyl-aniline C(CCCCCCCCCCCCCCCCC)NC1=CC=CC=C1